(S)-2-(3-(3-((1-acryloylpyrrolidin-2-yl)methoxy)-2-aminopyridin-4-yl)-5-fluoro-2-methylphenyl)-7,7-dimethyl-3,4,7,8-tetrahydro-2H-cyclopenta[4,5]pyrrolo[1,2-a]pyrazin-1(6H)-one C(C=C)(=O)N1[C@@H](CCC1)COC=1C(=NC=CC1C=1C(=C(C=C(C1)F)N1C(C=2N(CC1)C1=C(C2)CC(C1)(C)C)=O)C)N